2-[((2-chloroacetyl)amino)-6-nitro-anilino]piperidin-1-carboxylate ClCC(=O)NN(C1=CC=CC=C1[N+](=O)[O-])C1N(CCCC1)C(=O)[O-]